BrCC=1C=CC=2C3=C(C(NC2C1F)=O)C=NN3C 7-(bromomethyl)-6-fluoro-1-methyl-1,5-dihydro-4H-pyrazolo[4,3-c]quinolin-4-one